13-chloro-19,21-difluoro-14-methoxy-10,16,16-trioxo-9-oxa-16λ6-thia-17-azatetracyclo[16.3.1.111,15.02,7]tricosa-1(21),2,4,6,11(23),12,14,18(22),19-nonaene-4-carbonitrile ClC1=CC=2C(OCC3=CC=C(C=C3C3=C(C=C(C(NS(C(=C1OC)C2)(=O)=O)=C3)F)F)C#N)=O